The molecule is a phosphatidylcholine 42:0 in which the acyl groups specified at positions 1 and 2 are tetracosanoyl and octadecanoyl respectively. It derives from an octadecanoic acid and a tetracosanoic acid. CCCCCCCCCCCCCCCCCCCCCCCC(=O)OC[C@H](COP(=O)([O-])OCC[N+](C)(C)C)OC(=O)CCCCCCCCCCCCCCCCC